C=1(C(=CC=CC1)CC1C(C2(CCC1C2(C)C)CS(=O)(=O)O)=O)CC2C(C1(CCC2C1(C)C)CS(=O)(=O)O)=O xylylenedi-camphorsulfonic acid